N1=C(C=CC=C1)C1=NC=CC=C1.[Zn] zinc 2,2'-bipyridine